NC1=CC=C2C(=NC=NC2=C1)N1C[C@@H](CC1)NC(OC(C)(C)C)=O (R)-tert-butyl (1-(7-aminoquinazolin-4-yl)pyrrolidin-3-yl)carbamate